CC(C)CCC[C@@H](C)[C@H]1CC[C@H]2[C@@H]3CC=C4C[C@H](CC[C@]4(C)[C@H]3CC[C@]12C)OCCCCOC[C@@H](COCCC\C=C/CCCCC)N(C)C (2R)-1-{4-[(3β)-cholest-5-en-3-yloxy]butoxy}-3-[(4Z)-dec-4-en-1-yloxy]-N,N-dimethyl-propan-2-amine